4-(((8-isopropyl-2-((tetrahydro-2H-pyran-4-yl)amino)pyrazolo[1,5-a][1,3,5]triazine-4-yl)amino)methyl)piperidine-1-carboxylic acid pyrrolidin-3-yl ester N1CC(CC1)OC(=O)N1CCC(CC1)CNC1=NC(=NC=2N1N=CC2C(C)C)NC2CCOCC2